5-(3-pyridyl)-N-(2-thienylmethyl)imidazo[2,1-b][1,3,4]thiadiazol-2-amine N1=CC(=CC=C1)C1=CN=C2SC(=NN21)NCC=2SC=CC2